C(#N)COC=1C=C(C=CC1NCC#CC=1N(C2=CC=CC(=C2C1)NC1CCC(CC1)N1CCC2(COC2)CC1)CC(F)(F)F)S(=O)(=O)N 3-(cyanomethoxy)-4-{[3-(4-{[(1S,4S)-4-{2-oxa-7-azaspiro[3.5]nonan-7-yl}cyclohexyl]amino}-1-(2,2,2-trifluoroethyl)-1H-indol-2-yl)prop-2-yn-1-yl]amino}benzene-1-sulfonamide